CN1CCN(CC1)C1CCN(CC1)C1=CC=C(C=N1)N 6-(4-(4-methylpiperazin-1-yl)piperidin-1-yl)pyridin-3-amine